2-(1-(5-chloropyrimidin-2-yl)piperidin-4-yl)ethyl 3-fluoro-4-(2-(3-(hydroxymethyl)azetidin-1-yl)-2-oxoethyl)benzoate FC=1C=C(C(=O)OCCC2CCN(CC2)C2=NC=C(C=N2)Cl)C=CC1CC(=O)N1CC(C1)CO